5,8-dithia-1,12-dodecanediol C(CCCSCCSCCCCO)O